C1(CC1)CN[C@H]1CN(CCC1)C=1C=NC(=CC1)C1(COC1)N1N=NC(=C1)C1=NC(=CN=C1)N1C[C@@H](CC1)C (R)-N-(cyclopropylmethyl)-1-(6-(3-(4-(6-((R)-3-methylpyrrolidin-1-yl)pyrazin-2-yl)-1H-1,2,3-triazol-1-yl)oxetan-3-yl)pyridin-3-yl)piperidin-3-amine